di-(4-tertiary butyl-benzoic acid) aluminum hydroxide [OH-].[Al+3].C(C)(C)(C)C1=CC=C(C(=O)O)C=C1.C(C)(C)(C)C1=CC=C(C(=O)O)C=C1.[OH-].[OH-]